1,1-Dibromoethan BrC(C)Br